Dibenzo(1,2)dithiine-3,8-diamine C1=CC(=CC=2SSC3=C(C21)C=CC(=C3)N)N